BrC=1C=C2C=NN(C(C2=CC1)=O)CC1=NN(C=C1)C1CC1 6-bromo-2-((1-cyclopropyl-1H-pyrazol-3-yl)methyl)phthalazin-1(2H)-one